S(CCS)CCS 2,2'-thiobis(ethane-1-thiol)